5-((4-methoxyphenyl)amino)-2,4-diphenyl-4H-imidazole COC1=CC=C(C=C1)NC=1C(N=C(N1)C1=CC=CC=C1)C1=CC=CC=C1